spiro[3.3]hept-5-en-2-amine C1C(CC12C=CC2)N